2-(4-cyclopropyl-6-methoxypyrimidin-5-yl)-8,9-dimethyl-6-(methylthio)-9H-purine C1(CC1)C1=NC=NC(=C1C1=NC(=C2N=C(N(C2=N1)C)C)SC)OC